2-(4-allyl-2-hydroxy-3-methoxyphenyl)benzimidazole C(C=C)C1=C(C(=C(C=C1)C=1NC2=C(N1)C=CC=C2)O)OC